ClC=1C=C(OC2CCC(CC2)NC(=O)C2=CC=C(N=N2)N2CC3(C2)CC(C3)C(=O)O)C=CC1C#N 2-[6-[[4-(3-chloro-4-cyano-phenoxy)cyclohexyl]carbamoyl]pyridazin-3-yl]-2-azaspiro[3.3]heptane-6-carboxylic acid